perfluorodecyl-trihexoxysilane tert-butyl((1S,4R)-4-(5-((1S,5R)-3-(8-cyanoquinolin-5-yl)-5-(trifluoromethyl)-3-azabicyclo[3.1.0]hexan-1-yl)-1,3,4-oxadiazol-2-yl)cyclohexyl)carbamate C(C)(C)(C)N(C(O)=O)C1CCC(CC1)C=1OC(=NN1)[C@@]12CN(C[C@]2(C1)C(F)(F)F)C1=C2C=CC=NC2=C(C=C1)C#N.FC(C(C(C(C(C(F)(F)F)(F)F)(F)F)(F)F)(F)F)(O[Si](OC(C(C(C(C(C(F)(F)F)(F)F)(F)F)(F)F)(F)F)(F)F)(OC(C(C(C(C(C(F)(F)F)(F)F)(F)F)(F)F)(F)F)(F)F)C(C(C(C(C(C(C(C(C(C(F)(F)F)(F)F)(F)F)(F)F)(F)F)(F)F)(F)F)(F)F)(F)F)(F)F)F